1-hexadecanoyl-2-(11Z-docosenoyl)-glycero-3-phospho-(1'-sn-glycerol) CCCCCCCCCCCCCCCC(=O)OC[C@H](COP(=O)(O)OC[C@H](CO)O)OC(=O)CCCCCCCCC/C=C\CCCCCCCCCC